C1(CC1)S(=O)(=O)NC=1C(=C(C(=CC1)F)[C@H](CCN(C)C)NC(=O)C=1SC(=CN1)C1=NC(=CN=C1)OCC)F (S)-N-(1-(3-(cyclopropanesulfonamido)-2,6-difluorophenyl)-3-(dimethylamino)propyl)-5-(6-ethoxypyrazin-2-yl)thiazole-2-carboxamide